2,5-dibromo-3-n-hexylthiophene BrC=1SC(=CC1CCCCCC)Br